CN1N=C2N(C3=CC=C(C=C3C2=C1)C(=O)NCCOCCOCCNC(=O)CCOCCC(=O)O)C1=CC=C(C=C1)C(F)(F)F 3-{2-[(2-{2-[2-({2-methyl-8-[4-(trifluoromethyl)-phenyl]-2H,8H-pyrazolo[3,4-b]indol-5-yl}formamido)ethoxy]ethoxy}ethyl)-carbamoyl]ethoxy}propanoic acid